bis[di(trimethylsilyl)amino]tin (II) C[Si](C)(C)N([Si](C)(C)C)[Sn]N([Si](C)(C)C)[Si](C)(C)C